tert-butyl (S)-4-(6-chloro-7-(3-fluoro-2-methylphenyl)-1-(2-isopropyl-4-methylpyridin-3-yl)-2-oxo-1,2-dihydropyrido[2,3-d]pyrimidin-4-yl)-3-methylpiperazine-1-carboxylate ClC1=CC2=C(N(C(N=C2N2[C@H](CN(CC2)C(=O)OC(C)(C)C)C)=O)C=2C(=NC=CC2C)C(C)C)N=C1C1=C(C(=CC=C1)F)C